(Z)-2-(1-(4-(dimethylamino)-3,5-dimethoxybenzylidene)-5,6-dimethoxy-2-methyl-1H-inden-3-yl)acetic acid CN(C1=C(C=C(\C=C/2\C(=C(C3=CC(=C(C=C23)OC)OC)CC(=O)O)C)C=C1OC)OC)C